ClC1=CC=C(CC2=NC=CC(=N2)O[C@@H]2CC[C@H](CC2)CC2=NC=3C(=NC(=CC3)C(=O)OC)N2CC2(CC2)C#N)C=C1 methyl 2-((trans-4-((2-(4-chlorobenzyl) pyrimidin-4-yl) oxy) cyclohexyl) methyl)-3-((1-cyanocyclopropyl) methyl)-3H-imidazo[4,5-b]pyridine-5-carboxylate